N-(5-(2-amino-8-morpholino-[1,2,4]triazolo[1,5-a]pyridin-6-yl)-2-fluoro-4-methylphenyl)-1-(tert-butyl)-5-fluoro-1H-pyrazole-4-carboxamide NC1=NN2C(C(=CC(=C2)C=2C(=CC(=C(C2)NC(=O)C=2C=NN(C2F)C(C)(C)C)F)C)N2CCOCC2)=N1